CC(C(CCCCCCCCCCCCCCCCC)O)O eicosane-2,3-diol